(S)-40-(((3-(5-iodo-2-methoxyphenyl)-2,6-dioxotetrahydropyrimidine-1(2H)-yl)methyl)carbamoyl)-38-oxo-2,5,8,11,14,17,20,23,26,29,32,35-dodecaoxo-39-azadotetracontan-42-oic acid IC=1C=CC(=C(C1)N1C(N(C(CC1)=O)CNC(=O)[C@@H](NC(CCC(CCC(CCC(CCC(CCC(CCC(CCC(CCC(CCC(CCC(CCC(CCC(C)=O)=O)=O)=O)=O)=O)=O)=O)=O)=O)=O)=O)=O)CC(=O)O)=O)OC